C1(CCCCC1)NC(=O)C1=CC2=C(N=C(S2)N2C[C@@H]3CNC[C@@H]3C2)C=C1 N-cyclohexyl-2-((3aR,6aS)-hexa-hydropyrrolo[3,4-c]-pyrrol-2(1H)-yl)-benzo[d]thiazole-6-carboxamide